COC=1C=C(\C=C/2\C(N(C(C2)=O)C(CCCCCC[NH-])O)=O)C=CC1 (E)-7-(3-(3-methoxybenzylidene)-2,5-dioxopyrrolidinyl)-N-hydroxyheptylamide